{5-[2-(2-chloro-6-fluorophenyl)acetylamino]pyridazin-3-yl}-N-(4-fluorophenyl)acetamide ClC1=C(C(=CC=C1)F)CC(=O)NC=1C=C(N=NC1)CC(=O)NC1=CC=C(C=C1)F